OC1=CC(=NC=C1)C 4-hydroxyl-2-methylpyridine